ClC1=C(C=C(C(=C1)Cl)OC1=C(C=CC=C1)Br)OC1=C(C=CC=C1)Br 4'-((4,6-dichloro-1,3-phenylene)bis(oxy))bis(bromobenzene)